trans-rac-N-(2-Chloro-5-(2,2-dichloro-3-(3,5-dichlorophenyl)cyclopropane-1-carboxamido)phenyl)-3-oxo-2,3-dihydroisoxazole-5-carboxamide ClC1=C(C=C(C=C1)NC(=O)[C@@H]1C([C@H]1C1=CC(=CC(=C1)Cl)Cl)(Cl)Cl)NC(=O)C1=CC(NO1)=O |r|